(p-methylaminophenyl)morpholine (±)-8-benzyl-6-hydroxy-8-azabicyclo[3.2.1]octan-3-yl-acetate C(C1=CC=CC=C1)N1C2CC(CC1C(C2)O)CC(=O)O.CNC2=CC=C(C=C2)N2CCOCC2